FC1=CC(=C2C=NN(C2=C1)C)NC1=NC=C(C(=N1)NC)C(F)(F)F N2-(6-fluoro-1-methyl-1H-indazol-4-yl)-N4-methyl-5-(trifluoromethyl)pyrimidine-2,4-diamine